(1R,2R)-2-(3-(2-((1-methyl-1H-pyrazol-4-yl)amino)pyrimidin-4-yl)-8-azabicyclo[3.2.1]oct-2-ene-8-carbonyl)cyclopropane-1-carbonitrile CN1N=CC(=C1)NC1=NC=CC(=N1)C1=CC2CCC(C1)N2C(=O)[C@H]2[C@@H](C2)C#N